2,4,6-trimethylbenzoyldiphenylphosphorus oxide CC1=C(C(=O)P(C2=CC=CC=C2)(C2=CC=CC=C2)=O)C(=CC(=C1)C)C